ClC1=C2CC(N(C2=CC=C1)CN1C=NC=C1)=O 4-chloro-1-(1H-imidazol-1-ylmethyl)-1,3-dihydro-2H-indol-2-one